6-(3-((3-fluoropyridin-4-yl)amino)-7,8-dihydro-1,6-naphthyridin-6(5H)-yl)-5-methylpyridazine-3-carbonitrile FC=1C=NC=CC1NC=1C=NC=2CCN(CC2C1)C1=C(C=C(N=N1)C#N)C